C(CCCCCCCC)C1=C(C=CC=C1)OC(NC1CC(CC(C1)(C)C)(C)CNC(=O)OC1=C(C=CC=C1)CCCCCCCCC)=O 3-((nonylphenoxy)carbonylamino-methyl)-3,5,5-trimethylcyclohexyl-carbamic acid (nonylphenyl) ester